CC(CCCC(=O)N(C1=CC=CC=C1)C1=CC=CC=C1)CCCCCCCC 5-methyl-N,N-diphenyltridecylamide